C(C)(C)C1OC2=C(NC1=O)C=C(C=C2C=2C1=C(C(N(C2)C)=O)NC=C1)[N+](=O)[O-] 2-isopropyl-8-(6-methyl-7-oxo-6,7-dihydro-1H-pyrrolo[2,3-c]pyridin-4-yl)-6-nitro-2H-1,4-benzoxazin-3(4H)-one